CC1=CC(=NN1CC(=O)N)C(F)(F)F (5-methyl-3-(trifluoromethyl)-1H-pyrazol-1-yl)acetamide